(S)-4-(2-(4-fluoro-N-methylbenzamido)-3-phenylpropanamido)-2-methoxybenzene-1-sulfonyl chloride FC1=CC=C(C(=O)N(C)[C@H](C(=O)NC2=CC(=C(C=C2)S(=O)(=O)Cl)OC)CC2=CC=CC=C2)C=C1